2-(2,6-dimethylpyridin-4-yl)-3-isopropyl-5-(2-(4-isopropylpiperazin-1-yl)pyridin-4-yl)-1H-indole CC1=NC(=CC(=C1)C=1NC2=CC=C(C=C2C1C(C)C)C1=CC(=NC=C1)N1CCN(CC1)C(C)C)C